heptadecadienoate C(C=CC=CCCCCCCCCCCCC)(=O)[O-]